[Fe+6].C(C)C(C(=O)[O-])(C(=O)[O-])CC.C(C)C(C(=O)[O-])(C(=O)[O-])CC.C(C)C(C(=O)[O-])(C(=O)[O-])CC tri(diethyl malonate) iron